C(CCCCCCCCCCCCCCCCC)(=O)N(CCOP(OC[C@@H](CO)O)(=O)O)C(CCCCCCCCCCCCCCCCC)=O Distearoyl-sn-glycero-3-phospho-ethanolamine